(1-hydroxycyclohexyl)-phenylketone OC1(CCCCC1)C(=O)C1=CC=CC=C1